4-(7-(8-bromo-3-(methoxymethoxy)naphthalen-1-yl)-2-((1-(morpholinomethyl)cyclopropyl)methoxy)-7,8-dihydro-5H-pyrano[4,3-d]pyrimidin-4-yl)-2-(cyanomethyl)piperazine-1-carboxylate BrC=1C=CC=C2C=C(C=C(C12)C1CC=2N=C(N=C(C2CO1)N1CC(N(CC1)C(=O)[O-])CC#N)OCC1(CC1)CN1CCOCC1)OCOC